L-leucine N[C@@H](CC(C)C)C(=O)O